N-Benzyl-1,2-Ethylendiamin C(C1=CC=CC=C1)NCCN